2-cyano-N-(5-fluoropyridin-2-yl)acetamide C(#N)CC(=O)NC1=NC=C(C=C1)F